O1CCN(CC1)CCNC1=NN=C(C2=CC=CC=C12)C1=C(C=C(C=C1)C(F)(F)F)O 2-(4-((2-morpholinoethyl)amino)phthalazin-1-yl)-5-(trifluoromethyl)phenol